6-amino-N-(2-methylpropyl)-N-((5-(trifluoromethyl)-2-pyridinyl)methyl)-8,9-dihydro-7H-cyclopenta[c][1,8]naphthyridine-2-carboxamide NC1=NC2=NC=C(C=C2C2=C1CCC2)C(=O)N(CC2=NC=C(C=C2)C(F)(F)F)CC(C)C